4-methyl-guaiacol-3,5,6-d3 CC1=C(C(=C(C(=C1[2H])[2H])OC)O)[2H]